2-amino-1-(4-nitrophenyl)ethan-1-ol hydrochloride Cl.NCC(O)C1=CC=C(C=C1)[N+](=O)[O-]